((Z)-1-(1-cis-4-isopropylcyclohexyl)piperidin-4-yl)-1H-indol-3-carbaldehyde oxime C(C)(C)C1CCC(CC1)N1CCC(CC1)N1C=C(C2=CC=CC=C12)C=NO